cis-2-[(benzyloxycarbonyl)amino]-3-hydroxy-3-[4-(methyl)phenyl]propionic acid methyl ester COC(C(C(C1=CC=C(C=C1)C)O)NC(=O)OCC1=CC=CC=C1)=O